CCOP(=S)([O-])OCC.[K+] O,O-diethyl thiophosphate potassium salt